FC1(CCC(CC1)/C=C/C=1C=C(C=NC1OC)NC(C=C)=O)F (E)-N-(5-(2-(4,4-Difluorocyclohexyl)vinyl)-6-methoxypyridin-3-yl)acrylamide